(R)-N-(8-((methyl-d3)amino)-5-(5-(2-methylmorpholino)benzo[d]oxazol-2-yl)-2,7-naphthyridine-3-yl)cyclopropanecarboxamide C([2H])([2H])([2H])NC=1N=CC(=C2C=C(N=CC12)NC(=O)C1CC1)C=1OC2=C(N1)C=C(C=C2)N2C[C@H](OCC2)C